copper 8-hydroxyquinolinium OC=1C=CC=C2C=CC=[NH+]C12.[Cu+2]